2-methylpropanoic acid-2-(2-aminoacetyl) hydrazide NCC(=O)NNC(C(C)C)=O